2-cyclopropyl-4-isocyanato-3-methyl-6,7-dihydro-5H-cyclopenta[b]pyridine C1(CC1)C1=C(C(=C2C(=N1)CCC2)N=C=O)C